([2,2'-bipyridine]-4,4'-diamine) nickel (II) dichloride [Ni](Cl)Cl.N1=C(C=C(C=C1)N)C1=NC=CC(=C1)N